CCCCCCOCCCCCC n-hexyl ether